NC1=NN(C=C1C(=O)O)C1CC1 3-amino-1-cyclopropyl-1H-pyrazole-4-carboxylic acid